3-((6-chloro-2-cyclopropyl-7-fluoro-1-(1-isopropyl-1H-pyrazol-4-yl)-1H-indol-3-yl)thio)-2-fluorobenzoic acid ClC1=CC=C2C(=C(N(C2=C1F)C=1C=NN(C1)C(C)C)C1CC1)SC=1C(=C(C(=O)O)C=CC1)F